[1-(2-aminoethyl)-4-piperidinyl]-1-sulfamoyl-pyrrole-2-carboxylic acid NCCN1CCC(CC1)C1=C(N(C=C1)S(N)(=O)=O)C(=O)O